N-(2-bromo-5-fluorophenyl)thiet-3-amine BrC1=C(C=C(C=C1)F)NC=1CSC1